(S)-1-(3-(difluoromethyl)-4-fluorophenyl)-5,5-difluoro-3-((trifluoromethyl)sulfonyl)-4,5,6,7-tetrahydro-1H-indol-4-ol FC(C=1C=C(C=CC1F)N1C=C(C=2[C@@H](C(CCC12)(F)F)O)S(=O)(=O)C(F)(F)F)F